3-cyanobicyclo[1.1.1]pentan-1-amine hydrochloride Cl.C(#N)C12CC(C1)(C2)N